1-(pyrimidin-5-ylmethyl)-2-hydroxy-4-oxo-3-iodo-4H-pyrido[1,2-a]pyrimidinium N1=CN=CC(=C1)C[N+]1=C2N(C(C(=C1O)I)=O)C=CC=C2